C(\C(\C)=C\C(=O)[O-])(=O)OC(C)C isopropyl mesaconate